COC(=O)C=1N=C(NC(C1O)=O)C(C(C1=CC=CC=C1)C1=CC=CC=C1)CO[Si](C)(C)C(C)(C)C 2-(3-((tert-butyldimethylsilyl)oxy)-1,1-diphenylpropan-2-yl)-5-hydroxy-6-oxo-1,6-dihydropyrimidine-4-carboxylic acid methyl ester